NC=1C=CC(=C2CN(C(C12)=O)CC(C#N)=C)C=1C=C2C(=NNC2=CC1)C1=C(C=CC=C1)OC 2-({7-amino-4-[3-(2-methoxyphenyl)-1H-indazol-5-yl]-1-oxo-2,3-dihydro-1H-isoindol-2-yl}methyl)prop-2-enenitrile